ClC=1C=NN(C1C1=NN2C(N(CCC2)CC2=CC=C(C=C2)C2=NC(=NN2CC)C(F)(F)F)=C1)C(C)C 2-(4-chloro-1-isopropyl-1H-pyrazol-5-yl)-4-(4-(1-ethyl-3-(trifluoromethyl)-1H-1,2,4-triazol-5-yl)benzyl)-6,7-dihydropyrazolo[1,5-a]pyrimidin